C([C@@H]1[C@H]([C@@H]([C@H]([C@H](O1)O[C@@H]2[C@H](OC([C@@H]([C@H]2O)O)O)CO)O)O)O)O d-(+)-maltose